(5-chlorobenzo[d]isoxazol-3-yl)dihydropyrimidine-2,4(1H,3H)-dione ClC=1C=CC2=C(C(=NO2)N2C(NC(CC2)=O)=O)C1